dimethyl-N'-(2-amino-4-(2,4-difluorophenyl)thiazol-5-yl-methyl)ethylenediamine CN(CCNCC1=C(N=C(S1)N)C1=C(C=C(C=C1)F)F)C